4-(ethylpiperazin-1-yl)aniline C(C)C1N(CCNC1)C1=CC=C(N)C=C1